6-hydroxy-3-[4-[2-(1-piperidinyl)ethoxy]phenoxyl]-2-(4-methoxyphenyl)benzo[b]thiophene hydrochloride Cl.OC=1C=CC2=C(SC(=C2OC2=CC=C(C=C2)OCCN2CCCCC2)C2=CC=C(C=C2)OC)C1